di-(pentanediol) dimethacrylate C(C(=C)C)(=O)O.C(C(=C)C)(=O)O.C(CCCC)(O)O.C(CCCC)(O)O